C(C)OC(=O)C1=NN=C(N1)CC1=C(C=CC=C1)F ethyl-5-(2-fluorobenzyl)-4H-1,2,4-triazole-3-carboxylate